stearyl-telluric acid C(CCCCCCCCCCCCCCCCC)O[Te](O)(=O)=O